vinyl beta-styrylacrylate C(=CC1=CC=CC=C1)C=CC(=O)OC=C